2,3,3,5-tetramethylhept-1-en-4-one CC(=C)C(C(C(CC)C)=O)(C)C